FC=1C=CC(=C(OCCC=2C(=NN(C2C)C)C(=O)NC)C1)C=1C=CC=2N(C1)C(=CN2)CCNC 4-[2-(5-fluoro-2-{3-[2-(methylamino)ethyl]imidazo[1,2-a]pyridin-6-yl}phenoxy)ethyl]-N,1,5-trimethyl-1H-pyrazole-3-carboxamide